(4S)-1-(5-{[2,6-bis(trifluoromethyl)phenyl]methoxy}pyrimidin-2-yl)-4-(hydroxymethyl)imidazolidin-2-one FC(C1=C(C(=CC=C1)C(F)(F)F)COC=1C=NC(=NC1)N1C(N[C@@H](C1)CO)=O)(F)F